NC1=C(C(=O)NCCN2CCOCC2)C=C(C(=C1)Cl)Cl 2-amino-4,5-dichloro-N-(2-morpholinoethyl)benzamide